C(C=C)(=O)OCCCCCC[Si](C)(C)F acryloxyhexyl-fluorodimethylsilane